5-chloro-2-fluoro-4-(trifluoromethyl)benzamide ClC=1C(=CC(=C(C(=O)N)C1)F)C(F)(F)F